rac-(3aR,5r,6aS)-2-(2-hydroxy-2-(4-hydroxyphenyl)ethyl)-5-(2-methylbenzyl)octahydrocyclopenta[c]pyrrol-5-ol OC(CN1C[C@@H]2[C@H](C1)CC(C2)(O)CC2=C(C=CC=C2)C)C2=CC=C(C=C2)O |r|